L-theanine ethyl ester hydrochloride Cl.C(C)OC([C@@H](N)CCC(=O)NCC)=O